FC(N1N=CC(=C1)C=1C(=CC(=NC1)NC1=NC(=NC=C1)C1=C(C=C(C=C1OC)C(NC)=O)F)N1C[C@H](CCC1)NC(OC(C)(C)C)=O)F tert-butyl (S)-(1-(5-(1-(difluoromethyl)-1H-pyrazol-4-yl)-2-((2-(2-fluoro-6-methoxy-4-(methylcarbamoyl)phenyl)pyrimidin-4-yl)amino)pyridin-4-yl)piperidin-3-yl)carbamate